(2S)-N-[4-[[3-cyano-1-(2-methylpropyl)-1H-indol-5-yl]oxy]phenyl]-2-pyrrolidinecarboxamide C(#N)C1=CN(C2=CC=C(C=C12)OC1=CC=C(C=C1)NC(=O)[C@H]1NCCC1)CC(C)C